1-(4-Methoxypyrrolidin-3-yl)piperidine COC1C(CNC1)N1CCCCC1